COC1=CC2=C(SCCN2)C=C1N1N=C(C=2C=NC(=CC21)C=2C=NN1C2N=CC=C1)C 6-methoxy-7-(3-methyl-6-(pyrazolo[1,5-a]pyrimidin-3-yl)-1H-pyrazolo[4,3-c]pyridin-1-yl)-3,4-dihydro-2H-benzo[b][1,4]thiazine